((2S,3S,4R,5S)-4-Fluoro-3-hydroxy-5-(5-methyl-2,4-dioxo-3,4-dihydropyrimidin-1(2H)-yl)tetrahydrofuran-2-yl)methyl phenyl (2-(benzyloxy)ethyl)phosphoramidate C(C1=CC=CC=C1)OCCNP(OC[C@@H]1O[C@@H]([C@@H]([C@H]1O)F)N1C(NC(C(=C1)C)=O)=O)(OC1=CC=CC=C1)=O